2-benzyl-2-dimethylamino-1-(4-methylphenyl)-butan-1-one C(C1=CC=CC=C1)C(C(=O)C1=CC=C(C=C1)C)(CC)N(C)C